2-(((1R)-1-(3-cyano-2-(3-hydroxypiperidin-1-yl)-7-methyl-4-oxo-4H-pyrido[1,2-a]pyrimidin-9-yl)ethyl)amino)benzoic acid C(#N)C1=C(N=C2N(C1=O)C=C(C=C2[C@@H](C)NC2=C(C(=O)O)C=CC=C2)C)N2CC(CCC2)O